CC1=C(C(=CC(=C1)C)C)C#C 2,4,6-trimethyl-phenylacetylene